2,5-dichlorotrifluorotoluene C1=CC(=C(C=C1Cl)C(F)(F)F)Cl